[Cl-].C[C@@H]1O[C@@H](CN(C1)C1=CC=CC(=N1)C1=NC2=CC(=NC=C2C=C1)C[NH3+])C (2-(6-(cis-2,6-dimethylmorpholino)pyridin-2-yl)-1,6-naphthyridin-7-yl)methanaminium chloride